OC1=CC=C2C(=C(NC2=C1)C)C 6-hydroxy-2,3-dimethyl-1H-indole